O=C1N(C(C2=CC=CC=C12)=O)C[B-](F)(F)F.[K+] potassium [(1,3-dioxo-2,3-dihydro-1H-isoindol-2-yl)methyl]trifluoroboranuide